C(C1=CC=CC=C1)N1C[C@@H](CC(C1)(C)C)NC(OC(C)(C)C)=O tert-Butyl N-[(3R)-1-benzyl-5,5-dimethylpiperidin-3-yl]carbamate